C1(CC1)[C@H](C1=NC=2N(C=C1)C=C(N2)[C@@H](NC(=O)C2=NON=C2C)C2CCC(CC2)(F)F)NC(C[C@@H]2C(C2)(F)F)=O |o1:34| N-((S)-(7-((R)-Cyclopropyl(2-((S*)-2,2-difluorocyclopropyl)acetamido)methyl)imidazo[1,2-a]pyrimidin-2-yl)(4,4-difluorocyclohexyl)methyl)-4-methyl-1,2,5-oxadiazole-3-carboxamide